FC=CC(F)(F)F 1,3,3,3-tetrafluoro-1-propene